(trans)-β-farnesene CCC(=C)CC\C=C(/C)\CCC=C(C)C